(5RS,6RS)-2-[(5-Chloropyridin-2-yl)methyl]-5-{[(3R,4S)-3,4-difluoropyrrolidin-1-yl]carbonyl}-6-(trifluoromethyl)-5,6,7,8-tetrahydro[1,2,4]triazolo[4,3-a]pyridin-3(2H)-one ClC=1C=CC(=NC1)CN1N=C2N([C@H]([C@@H](CC2)C(F)(F)F)C(=O)N2C[C@H]([C@H](C2)F)F)C1=O |&1:12,13|